N-[[4-(4-amino-1-cyclopentyl-pyrazolo[3,4-d]pyrimidin-3-yl)-2,6-difluoro-phenyl]methyl]-2-methoxy-benzamide NC1=C2C(=NC=N1)N(N=C2C2=CC(=C(C(=C2)F)CNC(C2=C(C=CC=C2)OC)=O)F)C2CCCC2